CC1(C(=O)N)CC=C(C(=O)NC)C=C1 1,N4-dimethyl-terephthalamide